4-chloro-5-methoxy-2,3-dihydroinden-1-one ClC1=C2CCC(C2=CC=C1OC)=O